ClC1=C(C(=O)NC(=O)N(C2=CC=C(C=C2)Cl)C(C2=CC(=CC=C2Cl)Cl)=O)C(=CC=C1)Cl N-(2,6-dichlorobenzoyl)-N'-(3,6-dichlorobenzoyl)-N'-(4-chlorophenyl)urea